(2S,4s)-(1-((5-methoxy-7-methyl-1H-indol-4-yl)methyl)-4-(1H-1,2,4-triazol-1-yl)piperidin-2-yl)benzoic acid COC=1C(=C2C=CNC2=C(C1)C)CN1[C@@H](C[C@H](CC1)N1N=CN=C1)C1=C(C(=O)O)C=CC=C1